CC1=C([C@@H]([C@H](C=C1)C)C)C(=O)OCC |r| Ethyl (5SR,6RS)-2,5,6-trimethylcyclohexa-1,3-diene-1-carboxylate